2-sulfopropyl-trimethyl-ammonium chloride [Cl-].S(=O)(=O)(O)C(C[N+](C)(C)C)C